O[C@@]1([C@@H](CC[C@H](C1)C)C(C)C)C(=O)NCCC=1C=C(C=CC1)OC[C@@H](N)C(=O)OC methyl O-(3-(2-((1S,2S,5R)-1-hydroxy-2-isopropyl-5-methylcyclohexane-1-carboxamido)ethyl)phenyl)-D-serinate